O=C1N(CC2=C(C=CC=C12)SCCCCCCCCN1C(CCCC1)=O)C1C(NC(CC1)=O)=O 3-(1-oxo-4-((8-(2-oxopiperidin-1-yl)octyl)thio)isoindolin-2-yl)piperidine-2,6-dione